(R)-2-(2-methyl-4-(pyridin-2-yl)piperazin-1-yl)pyrimidin-5-amine C[C@H]1N(CCN(C1)C1=NC=CC=C1)C1=NC=C(C=N1)N